O1CCC2=C1C(=CC=C2)/C(=C/C2=NC(=NC(=C2)OC)OC)/C=2N=CNC2 (Z)-4-(2-(2,3-dihydrobenzofuran-7-yl)-2-(1H-imidazol-4-yl)vinyl)-2,6-dimethoxypyrimidine